tert-butyl 4-(9-chloro-3-ethynyl-6,6-dimethyl-11-oxo-6,11-dihydro-5H-benzo[b]carbazol-8-yl)piperazine-1-carboxylate ClC1=CC2=C(C(C=3NC4=CC(=CC=C4C3C2=O)C#C)(C)C)C=C1N1CCN(CC1)C(=O)OC(C)(C)C